C(C)(C)(C)C1=CC=C(OC2C(CCCC2)O)C=C1 2-(4-(tert-butyl)phenoxy)cyclohexane-1-ol